dimethyl-phenyl-hexadecyl-ammonium chloride [Cl-].C[N+](CCCCCCCCCCCCCCCC)(C1=CC=CC=C1)C